FC(N1N=CC(=C1C)NC1=NC=C(C(=N1)OCC1CCC(CC1)NC(C)=O)F)F N-((1R,4R)-4-(((2-((1-(difluoromethyl)-5-methyl-1H-pyrazol-4-yl)amino)-5-fluoropyrimidin-4-yl)oxy)methyl)cyclohexyl)acetamide